C(C)(C)(C)OC(=O)N1CCC2(CNCCN2C)CC1 1-methyl-1,4,9-triazaspiro[5.5]undecane-9-carboxylic acid tert-butyl ester